8-chloro-2-(4-methoxyphenyl)-3-methyl-2,7-naphthyridin ClC=1N=CC=C2C=C(N(CC12)C1=CC=C(C=C1)OC)C